ClC=1C(=C2C=NNC2=C(C1F)C1CCCC1)C1=CC=2N(C=C1)N=C(C2)NC(=O)[C@H]2[C@H](C2)F (1S,2S)-N-(5-(5-chloro-7-cyclopentyl-6-fluoro-1H-indazol-4-yl)pyrazolo[1,5-a]pyridin-2-yl)-2-fluorocyclopropane-1-carboxamide